10'-fluoro-14',17'-dioxa-3',4',20',30'-tetraazaspiro[cyclopropane-1,21'-hexacyclo[18.5.3.25,8.19,13.02,6.023,27]hentriacontane] FC1C2C3CC4C(NNC4C4CCC5CC6(N(CCOCCOC(CC1)C2)CC5C4)CC6)CN3